(E)-4-(dimethylamino)-N-[1-[[6-(4-hydroxyphenyl)-1H-indazol-4-yl]oxymethyl]-3-bicyclo[1.1.1]pentanyl]but-2-enamide CN(C/C=C/C(=O)NC12CC(C1)(C2)COC2=C1C=NNC1=CC(=C2)C2=CC=C(C=C2)O)C